3-{hydroxy[1-(1H-pyrrolo[2,3-b]-pyridin-4-yl)-1H-pyrazol-4-yl]-methyl}benzonitrile OC(C=1C=C(C#N)C=CC1)C=1C=NN(C1)C1=C2C(=NC=C1)NC=C2